Cl.CNCC=C methyl-allylamine hydrochloride